The molecule is an organosulfate oxoanion that is the conjugate base of 2',3'-dipalmitoyl-2-sulfo-alpha,alpha-trehalose arising from deprotonation of the sulfate OH group; major species at pH 7.3. It has a role as a bacterial metabolite. It is a conjugate base of a 2,3-dipalmitoyl-2'-sulfo-alpha,alpha-trehalose. CCCCCCCCCCCCCCCC(=O)OC1C(C(OC(C1OC(=O)CCCCCCCCCCCCCCC)OC2C(C(C(C(O2)CO)O)O)OS(=O)(=O)[O-])CO)O